BrC=1C(=CC2=C(C=C(S2)C(=O)C(C(=O)OCC)CC(=O)[O-])C1F)OC ethyl 2-(5-bromo-4-fluoro-6-methoxy-benzothiophene-2-carbonyl)butanedioate